COC1=CC=2C(=NC(N2)=O)C=C1OC 5,6-dimethoxy-2-benzimidazolone